ClC1=C(C=C(C2=C1NC(=N2)C(=O)N2[C@@H](C=1C=CC=NC1CC2)C)F)OC (R)-(7-Chloro-4-fluoro-6-methoxy-1H-benzo[d]imidazol-2-yl)(5-methyl-7,8-dihydro-1,6-naphthyridin-6(5H)-yl)methanone